Cl.NC(C(=O)N1CCN(CC1)C(=O)NC1=NC(N(C=C1)C1=CC=C(C=C1)CN1C[C@@H](CC1)C(C)N)=O)(C)C 4-(2-Amino-2-methylpropanoyl)-N-(1-(4-(((3R)-3-(1-aminoethyl)pyrrolidin-1-yl)methyl)phenyl)-2-oxo-1,2-dihydropyrimidin-4-yl)piperazine-1-carboxamide hydrochloride salt